N-(α-dodecyl)ammonium bromide [Br-].C(CCCCCCCCCCC)[NH3+]